BrC=1C=C2C(=CC=NC2=CC1)C1=CC(=CC=C1)C#N 6-bromo-4-(3-cyanophenyl)quinolin